2-(trifluoromethyl)piperazine-1-carboxylic acid, tert-butyl ester FC(C1N(CCNC1)C(=O)OC(C)(C)C)(F)F